aminooctanoic acid NC(C(=O)O)CCCCCC